SCC(=O)O.SCC(=O)O.OCCSCCO hydroxyethylthioether bis(2-mercaptoacetate)